3-(4-(benzyloxy)-3,5-difluorophenyl)-5-(4-(4-methylpiperazin-1-yl)phenyl)-1H-pyrazolo[3,4-b]pyridine C(C1=CC=CC=C1)OC1=C(C=C(C=C1F)C1=NNC2=NC=C(C=C21)C2=CC=C(C=C2)N2CCN(CC2)C)F